CC=COB(O)O 2-methyl-vinyl-boric acid